ClC1=CC=C(C=C1)C=1C=2C(=C(SC2N2C(=NN=C2[C@@H](N1)CC(=O)O)C)C)C 2-[(9S)-7-(4-chlorophenyl)-4,5,13-trimethyl-3-thia-1,8,11,12-tetrazatricyclo[8.3.0.02,6]-trideca-2(6),4,7,10,12-pentaen-9-yl]acetic acid